C1(CCCC1)N1C(C(=CC2=C1N=C(N=C2)NC2=CC(=C(C=C2)N2CCN(CC2)C)CO)C#N)=O 8-cyclopentyl-2-((3-(hydroxymethyl)-4-(4-methylpiperazin-1-yl)phenyl)amino)-7-oxo-7,8-dihydropyrido[2,3-d]pyrimidine-6-carbonitrile